(E)-4-(4-amino-3-pyridinyl)but-3-enoic acid tert-butyl ester C(C)(C)(C)OC(C\C=C\C=1C=NC=CC1N)=O